C(C(C)C)NCC1=CN(C(C(=N1)C(=O)NC1=CC(=CC=C1)C1(CC(C1)C)C1=NN=CN1C)=O)CC(F)(F)F 6-((Isobutylamino)methyl)-N-(3-((1s,3s)-3-methyl-1-(4-methyl-4H-1,2,4-triazol-3-yl)cyclobutyl)phenyl)-3-oxo-4-(2,2,2-trifluoroethyl)-3,4-dihydropyrazine-2-carboxamide